Natrium chlorit Cl(=O)[O-].[Na+]